(S)-3-(1-(6-ethoxy-5-methoxypyridin-2-yl)-2-(methylsulfonyl)ethyl)-6-(2-methoxyphenyl)-1-methyl-1H-imidazo[4,5-b]pyridin-2(3H)-one C(C)OC1=C(C=CC(=N1)[C@@H](CS(=O)(=O)C)N1C(N(C=2C1=NC=C(C2)C2=C(C=CC=C2)OC)C)=O)OC